(2Z,9R)-9,10-dihydroxy-2-decenoic acid O[C@H](CCCCC\C=C/C(=O)O)CO